C1(CC1)C1=CC2=C(C(N(CC23CC3)CC(=O)O)=O)S1 2-(2-Cyclopropyl-7-oxo-spiro[5H-thieno[2,3-c]pyridine-4,1'-cyclopropane]-6-yl)acetic acid